N-(2,4-Dimethoxybenzyl)-2-fluoro-4-(3-(methyl(1-methylazetidin-3-yl)amino)-3-(3-(trifluoromethyl)phenethyl)piperidin-1-yl)-N-(pyrimidin-4-yl)benzenesulfonamide COC1=C(CN(S(=O)(=O)C2=C(C=C(C=C2)N2CC(CCC2)(CCC2=CC(=CC=C2)C(F)(F)F)N(C2CN(C2)C)C)F)C2=NC=NC=C2)C=CC(=C1)OC